FC=1C=CC(=C(CNC=2C=C3C(=NNC3=CC2)C=CC2=NC=CC=C2)C1)OC N-(5-fluoro-2-methoxybenzyl)-3-(2-(pyridin-2-yl)vinyl)-1H-indazol-5-amine